FC1=C(C=C(C(=C1)OC1=NC=CC=C1)F)C1=NOC(=N1)CC(C(=O)O)=C 2-((3-(2,5-difluoro-4-(pyridin-2-yloxy)phenyl)-1,2,4-oxadiazol-5-yl)methyl)acrylic acid